bistetrahydroindenyltitanium dichloride [Cl-].[Cl-].C1(CCC2CC=CC=C12)[Ti+2]C1CCC2CC=CC=C12